Cl.FC(C1=CC=C(OC2COC3=C(O2)C=CC=C3N)C=C1)(F)F (4-(trifluoromethyl)phenoxy)-2,3-dihydrobenzo[b][1,4]dioxin-5-amine hydrochloride